Dodecyl-bishydroxyethyl-methyl-ammonium chloride [Cl-].C(CCCCCCCCCCC)[N+](C)(CCO)CCO